ethyl 2-(5-chloro-2-fluoro-4-(4-hydroxy-3-isopropylbenzyl)-3-(prop-1-en-2-yl)phenoxy)acetate ClC=1C(=C(C(=C(OCC(=O)OCC)C1)F)C(=C)C)CC1=CC(=C(C=C1)O)C(C)C